C(\C(\C)=C/C(=O)OCC1=CC=CC=C1)(=O)OCC1=CC=CC=C1 dibenzyl citraconate